(-)-4-[4-dimethylamino-1-(4-fluorophenyl)-1-hydroxybutyl]-3-hydroxymethylbenzonitrile CN(CCCC(O)(C1=CC=C(C=C1)F)C1=C(C=C(C#N)C=C1)CO)C